3-(3-chlorophenyl)-7-(1-methyl-1H-pyrazol-4-yl)imidazo[1,2-a]pyridine ClC=1C=C(C=CC1)C1=CN=C2N1C=CC(=C2)C=2C=NN(C2)C